NCCOCCOCCOCCOCCC(=O)NC(COCCC(NCCOCCN=[N+]=[N-])=O)(COCCC(NCCOCCN=[N+]=[N-])=O)COCCC(NCCOCCN=[N+]=[N-])=O 1-Amino-N-[1,3-bis(2-{[2-(2-azidoethoxy)ethyl]carbamoyl}ethoxy)-2-[(2-{[2-(2-azidoethoxy)ethyl]carbamoyl}ethoxy)methyl]propan-2-yl]-3,6,9,12-tetraoxapentadecan-15-amide